ClC1=C(C=CC=C1)N1C(N=C(C2=CC=C(C=C12)C(F)(F)F)N[C@@H]1[C@H](C1)F)=O 1-(2-chlorophenyl)-4-(((1S,2S)-2-fluorocyclopropyl)amino)-7-(trifluoromethyl)-quinazolin-2(1H)-one